5-(5-cyano-3-methylpyridin-2-yl)-4,5,6,7-tetrahydrothiazolo[5,4-c]pyridine C(#N)C=1C=C(C(=NC1)N1CC2=C(CC1)N=CS2)C